C(C)(C)(C)OC(=O)N1C[C@@H](CCC1)N1N=C(C=2C1=NC=NC2N)C2=CC=C(C=C2)OC2=CC=CC=C2 (R)-N-t-butoxycarbonyl-3-[4-amino-3-(4-phenoxyphenyl)-1H-pyrazolo[3,4-d]pyrimidine-1-yl]piperidine